7-Trifluoromethoxy-3-((2-carboxyethyl)amino)benzo[e][1,2,4]triazine-1,4-dioxide FC(OC1=CC2=C([N+](=C(N=[N+]2[O-])NCCC(=O)O)[O-])C=C1)(F)F